propenyl pentanoate C(CCCC)(=O)OC=CC